N-(3-(1H-pyrazol-1-yl)propyl)-2-ethyl-6-methylthieno[2,3-d]pyrimidin-4-amine N1(N=CC=C1)CCCNC=1C2=C(N=C(N1)CC)SC(=C2)C